C(C)C=1C=CC(=NC1)CNC1=NC(=NC(=N1)N)C1=CC=C2C=NNC2=C1 N2-[(5-ethyl-2-pyridinyl)methyl]-6-(1H-indazol-6-yl)-1,3,5-triazine-2,4-diamine